triethoxytitanium C(C)O[Ti](OCC)OCC